(2S,12R,12aS)-8-Methoxy-5-Methyl-2,3,5,6,12,12a-Hexahydro-1H-2,12-Methanobenzofuro[2,3-d]Pyrrolo[1,2-a]Azepin-6-Ol COC=1C=CC2=C(C1)C1=C([C@H]3[C@H]4N(C(C1O)C)C[C@H](C4)C3)O2